CO[C@H]1[C@H](N(CC1)C(CNC(=O)C=1C=CC=2SC3=CC=CC=C3OC2C1)=O)C(=O)O (2S,3R)-3-methoxy-1-[2-(phenoxathiine-3-carbonylamino)acetyl]pyrrolidine-2-carboxylic acid